O=C1N(C(CC1)=O)OC(C(=O)O)CCCCCCC=CCCCCCCCC=O ((2,5-dioxopyrrolidin-1-yl)oxy)-18-oxooctadec-9-enoic acid